C(C=C)OC(=O)C1=C(C(=C(C(=C1C(=O)OCC=C)C(=O)OCC=C)C(=O)OCC=C)C(=O)OCC=C)C(=O)OCC=C.OC(CC)N1N=NC2=C1C=CC=C2 1-(1-hydroxypropyl)benzotriazole hexaallyl-benzenehexacarboxylate